3-(2,6-difluorophenyl)-1-((3-(morpholine-4-carbonyl)phenyl)amino)imidazo[1,5-a]pyrazin-8(7H)-one FC1=C(C(=CC=C1)F)C1=NC(=C2N1C=CNC2=O)NC2=CC(=CC=C2)C(=O)N2CCOCC2